FC(C1=C(C(=C(C=C1)CC(=O)O)F)CC)F 4-(difluoromethyl)-3-ethyl-2-fluoro-phenylacetic acid